benzotriazole tert-Butyl-4-amino-5-methyl-1H-benzo[d][1,2,3]triazole-1-carboxylate C(C)(C)(C)OC(=O)N1N=NC2=C1C=CC(=C2N)C.N2N=NC1=C2C=CC=C1